FC(C(COC=1C=2N(N=C(C1)C=1C(NC(NC1)=O)=O)C=CN2)(C)C)(F)F 5-(8-(3,3,3-trifluoro-2,2-dimethylpropoxy)imidazo[1,2-b]pyridazin-6-yl)pyrimidine-2,4(1H,3H)-dione